FC(C1CNCCC1)(F)F 3-(trifluoromethyl)piperidin